tert-Butyl (2R)-2-[[4-(3-pyridyloxy)phenyl]carbamoyl]pyrrolidine-1-carboxylate N1=CC(=CC=C1)OC1=CC=C(C=C1)NC(=O)[C@@H]1N(CCC1)C(=O)OC(C)(C)C